N-methyl-5-(4-((3,4,4-trimethyl-2-oxo-1,2,3,4-tetrahydroquinazolin-7-yl)methyl)piperazin-1-yl)picolinamide CNC(C1=NC=C(C=C1)N1CCN(CC1)CC1=CC=C2C(N(C(NC2=C1)=O)C)(C)C)=O